C1(=CC=CC=C1)[B-](C1=CC=CC=C1)(C1=CC=CC=C1)C1=CC=CC=C1.C1(=CC=CC=C1)[N+](C)(C1=CC=CC=C1)C1=CC=CC=C1 triphenyl-(methyl)ammonium tetraphenylborate